CC=1N=C(NC1C)C1=NC=CC(=C1)C=1C=NC=C(C1)C(=O)N1C[C@@H]([C@H](C1)C)CO ((3R,4R)-1-{[2'-(4,5-Dimethyl-1H-imidazol-2-yl)-3,4'-bipyridin-5-yl]carbonyl}-4-methylpyrrolidin-3-yl)methanol